ClC=1C(=CC(=NC1)OC)C1=CC(=NN1)C(=O)N1CCC(CC1)C(=O)NCCN1C(C=CC=C1)=O 1-[5-(5-chloro-2-methoxypyridin-4-yl)-1H-pyrazole-3-carbonyl]-N-[2-(2-oxo-1,2-dihydropyridin-1-yl)ethyl]piperidine-4-carboxamide